1-vinylpyrrolidin-2-one C(=C)N1C(CCC1)=O